CCC1=C(C2=CC3=C(C(=C(N3)C=C4[C@H]([C@@H](C(=N4)C(=C5C=C(C(=N5)C=C1N2)C)C)CCC(=O)O)C)C)C=C)C Phyllochlorin